COC1=CC=C(CN2N=C(C3=C2COCC3)N3N=CC(=C3)C(F)(F)F)C=C1 1-(4-methoxybenzyl)-3-(4-(trifluoromethyl)-1H-pyrazol-1-yl)-1,4,5,7-tetrahydropyrano[3,4-c]pyrazole